Tert-butyl-7-(2-(4-chloro-2-fluorophenyl)-2-carbonylethoxy)-8-iodo-1-methyl-3,4-dihydroisoquinoline C(C)(C)(C)C1N=C(C2=C(C(=CC=C2C1)OCC(=C=O)C1=C(C=C(C=C1)Cl)F)I)C